N1N=C(C=2CCCCC12)C(=O)OCC ethyl 4,5,6,7-tetrahydro-1H-indazole-3-carboxylate